COC1=C(C=C(C(=C1)[N+](=O)[O-])OC)NC(=O)C1CCC(CC1)C(=O)OC methyl 4-[(2,5-dimethoxy-4-nitro-phenyl)carbamoyl]cyclohexanecarboxylate